(2-(benzooxazol-2-yl)phenyl)((3aR,6aS)-5-(4,6-dimethylpyrimidin-2-yl)hexahydropyrrolo[3,4-c]pyrrol-2(1H)-yl)methanone O1C(=NC2=C1C=CC=C2)C2=C(C=CC=C2)C(=O)N2C[C@@H]1CN(C[C@@H]1C2)C2=NC(=CC(=N2)C)C